3-(methacryloyloxymethyl)-2,2-difluorooxetane C(C(=C)C)(=O)OCC1C(OC1)(F)F